FC1=C(COC2CC(C2)O)C=C(C(=C1)F)F 3-((2,4,5-trifluorobenzyl)oxy)cyclobutanol